[Na+].C(CCCC)C=1C=C(C=CC1)CC(=O)[O-] 3-pentylphenylacetic acid sodium salt